NCCCCCCNC1=CC=C2CN(C(C2=C1)=O)C1C(NC(CC1)=O)=O 3-(6-((6-aminohexyl)amino)-1-oxoisoindolin-2-yl)piperidine-2,6-dione